C[C@H]1CC(CCCCCCCCC\C=C/C1)=O |r| (+-)-(5Z)-3-METHYL-5-CYCLOPENTADECEN-1-ONE